(trans)-methyl 6-(4-(((S)-2-acetoxy-3-methoxypropyl)(tert-butoxycarbonyl)amino)cyclohexyl)-4-(2-chloro-3,4-difluorophenyl)-2-(thiazol-2-yl)-1,4-dihydropyrimidine-5-carboxylate C(C)(=O)O[C@@H](CN([C@@H]1CC[C@H](CC1)C1=C(C(N=C(N1)C=1SC=CN1)C1=C(C(=C(C=C1)F)F)Cl)C(=O)OC)C(=O)OC(C)(C)C)COC